methyl 2-((5-(6-((4-cyano-2-fluorobenzyl)oxy)pyridin-2-yl)-5,6-dihydropyrrolo[3,4-c]pyrazol-2(4H)-yl)methyl)-1-((3-methoxy oxetan-3-yl)methyl)-1H-benzo[d]imidazole-6-carboxylate C(#N)C1=CC(=C(COC2=CC=CC(=N2)N2CC3=NN(C=C3C2)CC2=NC3=C(N2CC2(COC2)OC)C=C(C=C3)C(=O)OC)C=C1)F